N[C@H](C)C=1C(=C(C=CC1)C(CO)(F)F)F 2-{3-[(1R)-1-aminoethyl]-2-fluorophenyl}-2,2-difluoroethan-1-ol